FC1=C(C=C(C=C1)C(O)C1=NC=CN=C1OC)C1=NC=NC2=CC(=CC(=C12)F)N1CCOCC1 [4-Fluoro-3-(5-fluoro-7-morpholin-4-yl-quinazolin-4-yl)-phenyl]-(3-methoxy-pyrazin-2-yl)-methanol